(1s,3s)-3-((6-(5-(((5-(cyclobutylmethyl)-1,2,4-oxadiazol-3-yl)amino)methyl)-1-methyl-1H-1,2,3-triazol-4-yl)-2-cyclopropylpyridin-3-yl)oxy)cyclohexane-1-carboxylic acid C1(CCC1)CC1=NC(=NO1)NCC1=C(N=NN1C)C1=CC=C(C(=N1)C1CC1)O[C@@H]1C[C@H](CCC1)C(=O)O